N-(1-benzyl-2,2,2-trifluoro-ethyl)-2-methyl-5-nitro-benzenesulfonamide C(C1=CC=CC=C1)C(C(F)(F)F)NS(=O)(=O)C1=C(C=CC(=C1)[N+](=O)[O-])C